C(C1=CC=CC=C1)ON1C(C2(C1)CCC(CC2)C)=O 2-(Benzyloxy)-7-Methyl-2-Azaspiro[3.5]Nonan-1-One